5-methyl-10-formyl-(6S)-tetrahydrofolic acid CN1C=2C(NC(=NC2NC[C@H]1CN(C1=CC=C(C(N[C@@H](CCC(=O)O)C(=O)O)=O)C=C1)C=O)N)=O